2-[(4-bromothiophen-3-yloxy)methyl]pyridine BrC=1C(=CSC1)OCC1=NC=CC=C1